C(C)(=O)NC1=NN=C(S1)CCC(CN1N=NC(=C1)C(=O)NCC1=NC=CC(=C1)C(F)(F)F)F 1-(4-(5-acetamido-1,3,4-thiadiazol-2-yl)-2-fluorobutyl)-N-((4-(trifluoromethyl)pyridin-2-yl)methyl)-1H-1,2,3-triazole-4-carboxamide